Dibutanoyl peroxide C(CCC)(=O)OOC(CCC)=O